N1C=CC=2C1=NC=C(C2)OC2=C(C(=O)NS(=O)(=O)C1=CC(=C(C=C1)NCC1CCOCC1)[N+](=O)[O-])C=CC(=C2)N2CCN(CC2)C2COCC1=CC=CC=C21 2-((1H-pyrrolo[2,3-b]pyridin-5-yl)oxy)-4-(4-(isochroman-4-yl)piperazin-1-yl)-N-((3-nitro-4-(((tetrahydro-2H-pyran-4-yl)methyl)amino)phenyl)sulfonyl)benzamide